(2S)-N-(4-Fluorophenyl)-2-[1-(2-methoxypropanoyl)-1,2,3,4-tetrahydrochinolin-6-yl]propanamid FC1=CC=C(C=C1)NC([C@@H](C)C=1C=C2CCCN(C2=CC1)C(C(C)OC)=O)=O